[Cl-].C(CCCC)N1CN(C=C1)C 1-pentyl-3-methylimidazole chloride salt